N-[[1,2-dihydro-4-hydroxy-2-oxo-1-(phenylmethyl)-3-quinolinyl]carbonyl]-glycine OC1=C(C(N(C2=CC=CC=C12)CC1=CC=CC=C1)=O)C(=O)NCC(=O)O